FC(C1=CC(=C(C=C1)C=1C=C2CCNCC2=CC1)C)F 6-(4-(difluoromethyl)-2-methyl-phenyl)-1,2,3,4-tetrahydroisoquinolin